P(O)([O-])[O-].P(O)(O)O.[K+].[K+] dipotassium hydrogen phosphite hydrogenphosphite